CN(C)CC=1C=C(C=CC1)C=1C=CC=C2C(=NC=NC12)N[C@H](CN1CCN(CC1)S(=O)(=O)C1=CN=C(S1)NC(OC)=O)C methyl N-[5-({4-[(2S)-2-[(8-{3-[(dimethylamino)methyl]phenyl}quinazolin-4-yl)amino]propyl]piperazin-1-yl}sulfonyl)-1,3-thiazol-2-yl]carbamate